1-((5-bromothiophen-2-yl)sulfonyl)-3-phenyl-1H-pyrazole BrC1=CC=C(S1)S(=O)(=O)N1N=C(C=C1)C1=CC=CC=C1